acetamido acrylate C(C=C)(=O)ONC(C)=O